(1aR,5aR)-2-(2,4-Difluoro-phenyl)-1a,2,5,5a-tetrahydro-1H-2,3-diaza-cyclopropa[a]pentalene-4-carboxylic acid (2-hydroxy-1-pyridin-3-yl-ethyl)-amide OCC(C=1C=NC=CC1)NC(=O)C=1C=2C[C@@H]3[C@H](C2N(N1)C1=C(C=C(C=C1)F)F)C3